2-((R)-2,2-Difluoro-cyclopropylmethyl)-5-[1-(2-fluoro-6-methyl-phenyl)-piperidin-4-yl]-7-(2-trifluoromethyl-benzyl)-2,4,5,7-tetrahydro-pyrazolo[3,4-d]pyrimidin-6-on FC1([C@H](C1)CN1N=C2N(C(N(CC2=C1)C1CCN(CC1)C1=C(C=CC=C1C)F)=O)CC1=C(C=CC=C1)C(F)(F)F)F